(2S,3S)-4-(tert-butoxycarbonylamino)-2-(9H-fluoren-9-ylmethoxycarbonylamino)-3-hydroxy-butyric acid C(C)(C)(C)OC(=O)NC[C@@H]([C@@H](C(=O)O)NC(=O)OCC1C2=CC=CC=C2C=2C=CC=CC12)O